FC(C(=O)O)(F)F.NCC(CN1N=CN(C1=O)C=1C=CC(=NC1)C1C(N(C2=CC=CC=C2C1)C)=O)=C(F)F [5-[1-[2-(aminomethyl)-3,3-difluoro-allyl]-5-oxo-1,2,4-triazol-4-yl]-2-pyridinyl]-1-methyl-3,4-dihydroquinolin-2-one trifluoroacetate